ClC=1C=C(C(=O)NCC=2C=C3CCCN(C3=CC2)C(CC(C)C)=O)C=CC1Cl 3,4-Dichloro-N-{[1-(3-methylbutanoyl)-1,2,3,4-tetrahydrochinolin-6-yl]methyl}benzamid